4-chloro-7-((4-fluoro-2-methoxy-5-nitrophenoxy)methyl)-2,3-dihydrobenzofuran ClC1=CC=C(C2=C1CCO2)COC2=C(C=C(C(=C2)[N+](=O)[O-])F)OC